2,2-dimethoxyethane-1-Amine COC(CN)OC